4'-Chloro-5'-(1H-indazol-5-yl)-1',2'-dihydrospiro[cyclopentane-1,3'-pyrrolo[2,3-b]pyridin] ClC1=C2C(=NC=C1C=1C=C3C=NNC3=CC1)NCC21CCCC1